N-[(1S)-1-(dicyclopropyl-methyl)2-[[5-[5-(difluoromethyl)-2-methyl-3-pyridyl]-6-fluoro-2-pyridyl]amino]-2-oxo-ethyl]-2-isopropyl-pyrazole-3-carboxamide C1(CC1)C([C@@H](C(=O)NC1=NC(=C(C=C1)C=1C(=NC=C(C1)C(F)F)C)F)NC(=O)C=1N(N=CC1)C(C)C)C1CC1